(Triphenyleneyl)(diphenylpyridinyl)biphenyl C1(=CC=CC=2C3=CC=CC=C3C3=CC=CC=C3C12)C=1C(=C(C=CC1)C1=CC=CC=C1)C1=NC=CC(=C1C1=CC=CC=C1)C1=CC=CC=C1